(S)-1-benzyl-3-[1-(4-ethylthiazol-2-yl)-2-(4-nitrophenyl)ethyl]Urea C(C1=CC=CC=C1)NC(=O)N[C@@H](CC1=CC=C(C=C1)[N+](=O)[O-])C=1SC=C(N1)CC